2-amino-1-(2-(3,4-difluorophenyl)-3-((4,5-difluoropyridin-2-yl)amino)-8,8-dimethyl-5,6-dihydroimidazo[1,2-a]pyrazin-7(8H)-yl)ethan-1-one NCC(=O)N1C(C=2N(CC1)C(=C(N2)C2=CC(=C(C=C2)F)F)NC2=NC=C(C(=C2)F)F)(C)C